C(C)C1NC(CC1NC(OCC1=CC=CC=C1)=O)=O benzyl (2-ethyl-5-oxopyrrolidin-3-yl)carbamate